2-(3-chloro-4-fluorophenyl)-4-[[phenylmethylsulfonyl]oxy]-5-amino-3(2H)-furanone ClC=1C=C(C=CC1F)C1OC(=C(C1=O)OS(=O)(=O)CC1=CC=CC=C1)N